5-Chloro-2-fluoro-4-(5-(trifluoromethyl)-1,3,4-thiadiazol-2-yl)aniline ClC=1C(=CC(=C(N)C1)F)C=1SC(=NN1)C(F)(F)F